Boc-α-methyl-D-phenylalanine C(=O)(OC(C)(C)C)N[C@](CC1=CC=CC=C1)(C(=O)O)C